C[NH+](C1=CC=CC=C1)CCCCCCCCCCC(C)C N-methyl-N-isotridecylbenzenaminium